N-Methyl-aminoethanol CNC(C)O